5-((S)-2-benzamido-2-cyclohexylacetamido)-2-((R)-4-isopropyl-2-oxoimidazolidin-1-yl)-N-methyl-2,3-dihydro-1H-indene-2-carboxamide C(C1=CC=CC=C1)(=O)N[C@H](C(=O)NC=1C=C2CC(CC2=CC1)(C(=O)NC)N1C(N[C@@H](C1)C(C)C)=O)C1CCCCC1